CC1=CC=2N(N=C1N1CC=3C=C(C=NC3CC1)C1=CC(=NO1)C1=CC=CC=C1)C=NN2 5-[6-(7-methyl-[1,2,4]triazolo[4,3-b]pyridazin-6-yl)-7,8-dihydro-5H-1,6-naphthyridin-3-yl]-3-phenyl-isoxazole